FC(CC(C1=CC=NC=C1)N(C(OC(C)(C)C)=O)C)F tert-butyl N-[3,3-difluoro-1-(4-pyridyl)propyl]-N-methyl-carbamate